(3aS,7aS)-5-(4,6-dimethylpyrimidin-2-yl)octahydro-2H-pyrrolo[3,4-c]pyridine-2-carboxylic acid tert-butyl ester C(C)(C)(C)OC(=O)N1C[C@@H]2CN(CC[C@@H]2C1)C1=NC(=CC(=N1)C)C